2-(piperazin-1-yl)benzo[d]thiazole hydrochloride Cl.N1(CCNCC1)C=1SC2=C(N1)C=CC=C2